CN1CC(CC1)CN1CC2=CC=C3C(=C2CC1)C=C(N3)C=O {7-[(1-methyltetrahydro-1H-pyrrol-3-yl)methyl]-6,7,8,9-tetrahydro-3H-pyrrolo[3,2-f]isoquinolin-2-yl}methanone